BrC1=CC(=CC2=C1C1=C(O2)C=C2C=CC=CC2=C1)Cl 1-bromo-3-chloronaphtho[2,3-b]Benzofuran